N[C@@H]1C2=CC=CC=C2CC12CCN(CC2)C=2NC(C1=C(N2)NN=C1C=1C=2C=C(C=NC2CC(C1)(C)C)Br)=O (S)-6-(1-amino-1,3-dihydrospiro[indene-2,4'-piperidine]-1'-yl)-3-(3-bromo-7,7-dimethyl-7,8-dihydroquinolin-5-yl)-1,5-dihydro-4H-pyrazolo[3,4-d]pyrimidin-4-one